The molecule is a N-acylsphingosine in which the ceramide N-acyl group is specified as docosanoyl. It has a role as a mouse metabolite. It is a N-acylsphingosine and a Cer(d40:1). It derives from a docosanoic acid. CCCCCCCCCCCCCCCCCCCCCC(=O)N[C@@H](CO)[C@@H](/C=C/CCCCCCCCCCCCC)O